6-(5-bromo-1-((trans)-4-methoxycyclohexyl)-1H-benzo[d]imidazol-2-yl)piperidin-2-one BrC1=CC2=C(N(C(=N2)C2CCCC(N2)=O)[C@@H]2CC[C@H](CC2)OC)C=C1